(S)-2-chloropropionic acid-(S)-4-amino-2-(4-chlorophenyl)-quinazoline salt NC1=NC(=NC2=CC=CC=C12)C1=CC=C(C=C1)Cl.Cl[C@H](C(=O)O)C